COC(=O)[C@H]1NN(CCC1)C([C@H](CN1CCNCCC1)NC(=O)OC(C)(C)C)=O (S)-1-((S)-2-((tert-Butoxycarbonyl)amino)-3-(1,4-diazepan-1-yl)propionyl)hexahydropyridazine-3-carboxylic acid methyl ester